6-chloro-N-(2,4-difluoro-3-(2-((1-(2-methoxyethyl)piperidin-3-yl)amino)quinazolin-6-yl)phenyl)-1-hydroxy-2,3-dihydro-1H-indene-4-sulfonamide ClC=1C=C(C=2CCC(C2C1)O)S(=O)(=O)NC1=C(C(=C(C=C1)F)C=1C=C2C=NC(=NC2=CC1)NC1CN(CCC1)CCOC)F